C(SCCC(=O)O)SCCC(=O)O 3,3'-methylenedithiodipropionic acid